(1-amino-5,5-difluorohexan-2-yl)dibenzylamine NCC(CCC(C)(F)F)N(CC1=CC=CC=C1)CC1=CC=CC=C1